methyl (1S,3S)-3-((2-cyclopropyl-6-(5-(((((3,3-difluorocyclobutyl)methyl)(methyl)carbamoyl)oxy)methyl)-1-methyl-1H-1,2,3-triazol-4-yl)pyridin-3-yl)oxy)cyclohexane-1-carboxylate C1(CC1)C1=NC(=CC=C1O[C@@H]1C[C@H](CCC1)C(=O)OC)C=1N=NN(C1COC(N(C)CC1CC(C1)(F)F)=O)C